BrC1=CC=C2C(C=CN(C2=C1)C)=O 7-bromo-1-methyl-1,4-dihydroquinolin-4-one